C1=CC=CC=2C3=CC=CC=C3N(C12)C=1C=C(C#N)C=C(C1)N1C2=CC=CC=C2C=2C=CC=CC12 3,5-bis(9H-carbazol-9-yl)benzonitrile